ClC1=C(C=C(C=C1NC1=NC=2N(C(=N1)NC1CC1)N=CC2C#N)C#N)N2CCN(C1CC21)C(=O)OC Methyl 5-(2-chloro-5-cyano-3-{[8-cyano-4-(cyclopropylamino)pyrazolo[1,5-a][1,3,5]triazin-2-yl]amino}phenyl)-2,5-diazabicyclo[4.1.0]heptane-2-carboxylate